9-bromopyrido[2',3':4,5]pyrimido[1,2-a]indol-5(11H)-one BrC1=CC=2CC=3N(C2C=C1)C(C1=C(N3)N=CC=C1)=O